1,7-diazaspiro[4.5]decane-1-carboxylate N1(CCCC12CNCCC2)C(=O)[O-]